OC=1C=C(C(=O)C2=C(C(=O)O)C(=CC(=C2)O)O)C=CC1O.OC=1C=C(C(=O)OC(C2=CC=C(C=C2O)O)=O)C=CC1O 3,4-dihydroxybenzoyl-4,6-dihydroxybenzoate (2-(3,4-dihydroxybenzoyl) 4,6-dihydroxybenzoate)